Dibutylaminomethyl-triethoxy-silan C(CCC)N(CCCC)C[Si](OCC)(OCC)OCC